ClC=1C=C(C=C(C1OC=1C=C2CCN(C(C2=CC1)=O)C1=NC=CC=N1)Cl)N1N=C(C(NC1=O)=O)C(=O)O 2-(3,5-dichloro-4-((1-oxo-2-(pyrimidin-2-yl)-1,2,3,4-tetrahydroisoquinoline-6-Yl)oxy)phenyl)-3,5-dioxo-2,3,4,5-tetrahydro-1,2,4-triazine-6-carboxylic acid